O1[C@H](COCC1)CN1N=C2C3=C(CCC2=C1)OC(=C3C(F)(F)F)C(=O)NCCN3N=C(C=C3)C 2-[(2S)-1,4-Dioxan-2-ylmethyl]-N-[2-(3-methyl-1H-pyrazol-1-yl)ethyl]-8-(trifluoromethyl)-4,5-dihydro-2H-furo[2,3-g]indazol-7-carboxamide